2-(pyridin-4-yl)-1H-indole N1=CC=C(C=C1)C=1NC2=CC=CC=C2C1